1-methyl-5-propylbarbituric acid CN1C(=O)NC(=O)C(C1=O)CCC